CN(C1=CC=C(C=C1)\C=C/1\C(=C(C2=CC(=CC=C12)F)CC(=O)O)C)C 2-[(1Z)-1-{[4-(dimethylamino)phenyl]methylidene}-5-fluoro-2-methyl-1H-inden-3-yl]acetic acid